(3-chlorophenyl){(4E)-3,3-dimethyl-4-[3-(6-methylpyridin-2-yl)prop-2-yn-1-ylidene]piperidin-1-yl}methanone ClC=1C=C(C=CC1)C(=O)N1CC(/C(/CC1)=C/C#CC1=NC(=CC=C1)C)(C)C